2-(3-Bromophenyl)-8-((tert-butoxycarbonyl)amino)-9-hydroxy-2,7,7-trimethylnonanoic acid BrC=1C=C(C=CC1)C(C(=O)O)(CCCCC(C(CO)NC(=O)OC(C)(C)C)(C)C)C